N-ethyl-5-fluoro-2-(3-iodo-1-tetrahydropyran-2-yl-indazol-6-yl)sulfanyl-benzamide C(C)NC(C1=C(C=CC(=C1)F)SC1=CC=C2C(=NN(C2=C1)C1OCCCC1)I)=O